8-(4-Chlorophenyl)-7-cyclopropyl-9-(4-((1-(3-fluoropropyl)azetidin-3-yl)methyl)phenyl)-6,7-dihydro-5H-benzo[7]annulen ClC1=CC=C(C=C1)C=1C(CCC2=C(C1C1=CC=C(C=C1)CC1CN(C1)CCCF)C=CC=C2)C2CC2